ClC=1C=C(CNCCCO[C@@H]2CN(CC2)C2=NC3=C(C4=CN=CC=C24)C=CC(=C3)C(=O)N)C=CC1OC(F)(F)F (S)-5-(3-(3-((3-chloro-4-(trifluoromethoxy)benzyl)amino)propoxy)pyrrolidin-1-yl)benzo[c][2,6]naphthyridine-8-carboxamide